2-[1-[2-[[(3S,6S)-3-hydroxy-2,3,3a,5,6,6a-hexahydrofuro[3,2-b]furan-6-yl]oxy]-2-phenyl-ethyl]-5-methyl-6-oxazol-2-yl-2,4-dioxo-thieno[2,3-d]pyrimid-3-yl]-2-methyl-propanoic acid O[C@@H]1C2C(OC1)[C@H](CO2)OC(CN2C(N(C(C1=C2SC(=C1C)C=1OC=CN1)=O)C(C(=O)O)(C)C)=O)C1=CC=CC=C1